methyl 3-((2-iminothiazol-3(2H)-yl)methyl)benzoate N=C1SC=CN1CC=1C=C(C(=O)OC)C=CC1